6-(4,5,6,7-Tetrahydropyrazolo[1,5-a]pyridin-3-yl)pyridin-2-amine N1=CC(=C2N1CCCC2)C2=CC=CC(=N2)N